NC1=C(C=CC=C1)N1C=CC=C1 1-2-aminophenylpyrrole